FC1=C(N)C=C(C(=C1)C(F)(F)F)C#CC 2-fluoro-5-(prop-1-yn-1-yl)-4-(trifluoromethyl)aniline